3-((2-(1-isopropyl-1H-pyrazol-5-yl)pyridin-3-yl)methoxy)-5-methylisonicotinaldehyde C(C)(C)N1N=CC=C1C1=NC=CC=C1COC1=C(C=O)C(=CN=C1)C